CC=1C(C(CCC1)C)C(=O)O.ClC1=C(C(=NC=C1)C1=C(C=CC(=C1)F)C)C(F)(F)F chloro-2-(5-fluoro-2-methylphenyl)-3-(trifluoromethyl)pyridine 2,6-dimethylcyclohex-2-ene-1-carboxylate